C(C)S[Na] (ethylsulfanyl)sodium